C(CCCCC)C(C(=O)OCCCCCC(CCCCCOC(CN(C)C(CC(CCCCCCCC)CCCCCC)=O)=O)N(C)CCCCO)CCCCCCCC 11-((N-(3-Hexylundecanoyl)-N-methylglycyl)oxy)-6-((4-hydroxybutyl)(methyl)-amino)-undecyl 2-hexyldecanoate